tert-butyl 9-oxo-3-oxa-7-azabicyclo[3.3.1]nonane-7-carboxylate O=C1C2COCC1CN(C2)C(=O)OC(C)(C)C